C(C1=CC=CC=C1)C1SC2=CC3=CC(=CC=C3C=C2C=C1)CC1=CC=CC=C1 2,7-dibenzylthiaanthracene